(2S)-2-(4-(8-methoxy-4-oxo-2-(trifluoromethyl)-4H-pyrido[1,2-a]pyrimidin-3-yl)phenoxy)propanenitrile COC1=CC=2N(C(C(=C(N2)C(F)(F)F)C2=CC=C(O[C@H](C#N)C)C=C2)=O)C=C1